2-Cyclobutyl-3-(4-fluoro-1H-indazol-5-yl)-6-(4-fluoro-3-trifluoromethylphenyl)-imidazo[1,2-a]pyrazine C1(CCC1)C=1N=C2N(C=C(N=C2)C2=CC(=C(C=C2)F)C(F)(F)F)C1C=1C(=C2C=NNC2=CC1)F